bis(1-oxyl-2,2,6,6-tetramethylpiperidine-4-yl)n-butylmalonate ON1C(CC(CC1(C)C)C(CCCC(C(=O)[O-])C(=O)[O-])C1CC(N(C(C1)(C)C)O)(C)C)(C)C